cyclohexanol hydrochloride salt Cl.C1(CCCCC1)O